OC(CC1=NNC(O1)=O)CNC1=CC=CC=C1 5-(2-hydroxy-3-phenylaminopropyl)-1,3,4-oxadiazol-2(3H)-one